boroxine boron [B].O1BOBOB1